6-[[5-Chloro-3-(2,2-difluoropropoxy)-2-pyridyl]oxy]-N-(4-methyl-1,1-dioxo-thian-4-yl)imidazo[1,2-b]pyridazine-2-carboxamide ClC=1C=C(C(=NC1)OC=1C=CC=2N(N1)C=C(N2)C(=O)NC2(CCS(CC2)(=O)=O)C)OCC(C)(F)F